C(CC(C)C)OC(CC)=O.C(C)(=O)OCC ethyl acetate i-amylpropionate